N=1C=CN2COC3=C(C21)C=CN=C3 5H-imidazo[1,2-c]pyrido[4,3-e][1,3]oxazine